C(#N)C1=C(N=C2SCC(CN2C1=O)C)C=1C=CC(=NC1)C(=O)OCC ethyl 5-(7-cyano-3-methyl-6-oxo-3,4-dihydro-2H,6H-pyrimido[2,1-b][1,3]thiazin-8-yl)picolinate